5-((3-vinylpyridin-2-yl)methoxy)-1,3,4-thiadiazol-2-amine C(=C)C=1C(=NC=CC1)COC1=NN=C(S1)N